FC1=C(N)C(=CC(=C1C)OC1=CC2=C(N(C=N2)C)C(=C1)F)OC 2-fluoro-4-((7-fluoro-1-methyl-1H-benzo[d]imidazol-5-yl)oxy)-6-methoxy-3-methylaniline